Cl.Cl.C(CCCCCCCCCCCCC)(=O)OCC(COP(=O)(O)OCC(COC(CC(C)(N)C)=O)OC(CC(C)(C)N)=O)OC(CCCCCCCCCCCCC)=O 3-(((2,3-bis((3-amino-3-methylbutanoyl)oxy)propoxy)(hydroxy)phosphoryl)-oxy)propane-1,2-diyl ditetradecanoate dihydrochloride